2-(tetrahydro-2H-pyran-4-carboxamido)acetate O1CCC(CC1)C(=O)NCC(=O)[O-]